ClC1=CC=C(C(=N1)C1=NN=NN1)N 6-chloro-2-(1H-tetrazol-5-yl)pyridin-3-amine